C(#N)C=1C2=C(N(N=C2C=C(C1)C=1C=NN(C1)CCOC)C)C=1C=C2C(CN(C(C2=C(C1)OC(F)F)=O)C(=O)OC(C)(C)C)C Tert-butyl 6-[4-cyano-6-[1-(2-methoxyethyl)pyrazol-4-yl]-2-methyl-indazol-3-yl]-8-(difluoromethoxy)-4-methyl-1-oxo-3,4-dihydroisoquinoline-2-carboxylate